CC(CN(C(C(=O)N)=O)CC1=NC=C(C=C1)C(F)(F)F)CC N1-(2-methylbutyl)-N1-((5-(trifluoromethyl)pyridin-2-yl)methyl)oxalamide